O=C1NC2=CC=C(C=C2CC1)C(=O)O 2-oxo-3,4-dihydro-1H-quinoline-6-carboxylic acid